COC1=CC=C(CN2C(NC(N=C2)=O)=O)C=C1 1-(4-methoxybenzyl)-1,3,5-triazin-2,4-dione